CC(=O)N[C@@H]1[C@H]([C@@H]([C@H](O[C@@H]1O)COS(=O)(=O)O)O[C@H]2[C@@H]([C@H]([C@@H]([C@@H](O2)C(=O)O)O[C@@H]3[C@@H]([C@H]([C@@H]([C@H](O3)COS(=O)(=O)O)O[C@H]4[C@@H]([C@H]([C@@H]([C@@H](O4)C(=O)O)O[C@@H]5[C@@H]([C@H]([C@@H]([C@H](O5)COS(=O)(=O)O)O[C@H]6[C@@H]([C@H](C=C(O6)C(=O)O)O)OS(=O)(=O)O)O)NS(=O)(=O)O)O)OS(=O)(=O)O)O)NS(=O)(=O)O)O)O)O The molecule is a heparin hexasaccharide consisting of 4-deoxy-2-O-sulfo-L-threo-hex-4-enopyranuronosyl, 2-deoxy-6-O-sulfo-2-(sulfoamino)-D-glucopyranosyl, 2-O-sulfo-L-idopyranuronosyl, 2-deoxy-6-O-sulfo-2-(sulfoamino)-D-glucopyranosyl, alpha-L-idopyranuronosyl, and 2-acetamido-2-deoxy-6-O-sulfo-alpha-D-glucopyranose joined in sequence by alpha-(1->4) linkages. Sequence: DUAp2S(1-4)-a-D-GlcNpS6S (1-4)-a-L-IdoAp2S(1-4)-a-D-GlcNpS6S(1-4)-a-L-IdoAp(1-4)-a-D-GlcNpAc6S It is a heparin hexasaccharide, an amino hexasaccharide and an oligosaccharide sulfate.